FC1=C2C3=C(NC2=C(C=C1F)NC)N=CC(=C3N3CC1(CC3)CCCN(C1)CCOC)C=1C=C3C(C(=CN(C3=NC1)C)C(=O)O)=O 6-[5,6-difluoro-4-[9-(2-methoxyethyl)-2,9-diazaspiro[4.5]decan-2-yl]-8-(methylamino)-9H-pyrido[2,3-b]indol-3-yl]-1-methyl-4-oxo-1,8-naphthyridine-3-carboxylic acid